5-chloro-4-[1-[2-(1H-imidazol-4-yl)acetyl]-4-piperidinyl]-2-(4-pyridinyl)-1H-pyrimidin-6-one ClC1=C(N=C(NC1=O)C1=CC=NC=C1)C1CCN(CC1)C(CC=1N=CNC1)=O